tert-butyl (1R)-1-(3-(4-(4-(2-(2,6-dioxopiperidin-3-yl)-1-oxoisoindolin-5-yl)piperazin-1-yl)butoxy)phenyl)ethylcarbamate O=C1NC(CCC1N1C(C2=CC=C(C=C2C1)N1CCN(CC1)CCCCOC=1C=C(C=CC1)[C@@H](C)NC(OC(C)(C)C)=O)=O)=O